N-(5-(3-hydroxy-2,6-dimethylphenyl)-2,3-dimethylpyrido[4,3-f]quinoxalin-9-yl)cyclobutanecarboxamide OC=1C(=C(C(=CC1)C)C1=CC2=C(C=3N=C(C(=NC13)C)C)C=C(N=C2)NC(=O)C2CCC2)C